N-[2-(4-ethylpiperazin-1-yl)phenyl]-4-(4-methoxyphenyl)piperidine-1-carboxamide C(C)N1CCN(CC1)C1=C(C=CC=C1)NC(=O)N1CCC(CC1)C1=CC=C(C=C1)OC